(6-aminohexyl)triphenylphosphonium NCCCCCC[P+](C1=CC=CC=C1)(C1=CC=CC=C1)C1=CC=CC=C1